(ethane-2,1-diyl) bistetradecanoate methanesulfonate CS(=O)(=O)O.C(CCCCCCCCCCCCC)(=O)OCCOC(CCCCCCCCCCCCC)=O